OC1(CCC(CC1)C1N=C2C=C(C(=CC2=C1)[N+](=O)[O-])OC)COCC1CCN(CC1)C(=O)OCC1=CC=CC=C1 benzyl 4-((((1S,4S)-1-hydroxy-4-(6-methoxy-5-nitro-2H-indol-2-yl)cyclohexyl)methoxy)methyl)piperidine-1-carboxylate